linalool-d3 Methyl-2-(((tert-butyldimethylsilyl)oxy)methyl)acrylate COC(C(=C)CO[Si](C)(C)C(C)(C)C)=O.C(=C(C(O)(C)CCC=C(C)C)[2H])([2H])[2H]